ClCC(=O)NC1=CC(=C(C=C1)NS(=O)(=O)C)OC1=CC=CC=C1 2-Chloro-N-(4-methanesulfonylamino-3-phenoxy-phenyl)-acetamide